C(#N)C1=C(C=C(C=N1)N(C1CCC(CC1)NC(OC(C)(C)C)=O)C)C(F)(F)F tert-butyl N-[4-[[6-cyano-5-(trifluoromethyl)-3-pyridyl]-methyl-amino]cyclohexyl]carbamate